4-((1,2,4)triazolo(1,5-a)pyridin-8-yl)-6-methylnicotinic Acid N=1C=NN2C1C(=CC=C2)C2=CC(=NC=C2C(=O)O)C